N1(C=NC=C1)C(=O)[O-] 1-imidazolecarboxylate